C(C)(C)(C)OC(C1=CC=C(C=C1)OCCCCCCCCCCC(=O)O)=O 4-(10-Carboxydecyloxy)benzoic acid tert-butyl ester